4-bromo-5-nitrobenzo[d][1,3]dioxolane BrC1=C(C=CC=2OCOC21)[N+](=O)[O-]